(5-bromo-3-((tert-butyldimethylsilyl)oxy)-2-methyl-2,3-dihydrobenzofuran-2-yl)methanol BrC=1C=CC2=C(C(C(O2)(C)CO)O[Si](C)(C)C(C)(C)C)C1